4-methyl-6-(4-((3-(4-methyl-1-oxo-1,3-dihydroisobenzofuran-5-yl)piperidin-1-yl)methyl)-1H-pyrazol-1-yl)nicotinonitrile CC1=CC(=NC=C1C#N)N1N=CC(=C1)CN1CC(CCC1)C=1C(=C2COC(C2=CC1)=O)C